5-cyclohexyl-1,4-naphthoquinone C1(CCCCC1)C1=C2C(C=CC(C2=CC=C1)=O)=O